Methyl 2-((4-((2-((4-chloro-2-fluorophenoxy)methyl)pyridin-4-yl)oxy)piperidin-1-yl)methyl)-1-((1-ethyl-1H-imidazol-5-yl)methyl)-1H-benzo[d]imidazole-6-carboxylate ClC1=CC(=C(OCC2=NC=CC(=C2)OC2CCN(CC2)CC2=NC3=C(N2CC2=CN=CN2CC)C=C(C=C3)C(=O)OC)C=C1)F